4H-pyrrolo[2,3-b]1,8-naphthyridin-4-one N1=CC=C2C1=NC1=NC=CC=C1C2=O